6-{1-[4-fluoro-2-(2,2,2-trifluoroethoxy)phenyl]-4,6-dihydropyrrolo[3,4-c]pyrazol-5(1H)-yl}-N,N-dimethylpyridine-3-carboxamide FC1=CC(=C(C=C1)N1N=CC2=C1CN(C2)C2=CC=C(C=N2)C(=O)N(C)C)OCC(F)(F)F